4-Chlorophenoxyethylacrylat ClC1=CC=C(OCCOC(C=C)=O)C=C1